threonine Oxaloacetate C(=O)(C(=O)O)CC(=O)O[C@@H]([C@H](N)C(=O)O)C